C(CCCCC)OC1=C(C(=CC=C1)O)C(\C=C\C1=CC=C(C=C1)OCCCCCC)=O (E)-1-(2-Hexoxy-6-hydroxyphenyl)-3-(4-hexoxyphenyl)prop-2-en-1-one